CO[C@H]1C(N2CCNC=3C=C(C=C(C=4C=NN5C=C(C(OC[C@@H]2C1)=NC45)C)C3)C(=O)OC)=O Methyl (12R,14S)-12-methoxy-18-methyl-11-oxo-16-oxa-7,10,20,21,24-pentaazapentacyclo[15.5.2.12,6.010,14.020,23]pentacosa-1(23),2,4,6(25),17(24),18,21-heptaene-4-carboxylate